ClC1=C(C=CC=C1)C1CC(=NN1C1=CC=CC=C1)C=CC1=C(C=CC=C1)Cl 5-(2-chlorophenyl)3-[2-(2-chlorophenyl)ethenyl]-1-phenyl-4,5-dihydro-1H-pyrazole